methyl 3-bromo-4H-thieno[3,2-b]pyrrole-5-carboxylate BrC1=CSC2=C1NC(=C2)C(=O)OC